ClC1=C(C(=NN1C)C1=NOC(=C1C)C)CN1CC(CCCC1)NCCC(C)C 1-((5-Chloro-3-(4,5-dimethylisoxazol-3-yl)-1-methyl-1H-pyrazol-4-yl)methyl)-N-isopentylazepan-3-amine